ClC=1C(=CC=C2C=CC=C(C12)N1CC=2N=C(N=C(C2CC1)N1C[C@@H](NCC1)CC#N)OCCN(CC(F)(F)F)C)F (S)-2-(4-(7-(8-chloro-7-fluoronaphthalen-1-yl)-2-(2-(methyl(2,2,2-trifluoroethyl)amino)ethoxy)-5,6,7,8-tetrahydropyrido[3,4-d]pyrimidin-4-yl)piperazin-2-yl)acetonitrile